(+/-)-(1S,3S)-3-((6-bromo-2-(bromomethyl)pyridin-3-yl)oxy)cyclohexane-1-carboxylic acid isopropyl ester C(C)(C)OC(=O)[C@@H]1C[C@H](CCC1)OC=1C(=NC(=CC1)Br)CBr |r|